COC(CCN1C(C2=CC(=CC=C2C1)Br)=O)=O 3-(6-bromo-1-oxo-2,3-dihydro-1H-isoindol-2-yl)propionic acid methyl ester